8-((6-chloropyridin-3-yl)methyl)-3-(thiophen-3-yl)-2-thioxo-2,8-dihydropyrido[2,3-d]pyrimidin-4(3H)-one ClC1=CC=C(C=N1)CN1C=CC=C2C1=NC(N(C2=O)C2=CSC=C2)=S